N-((1S,4s)-4-(2-(((R)-2-(3-Fluorophenyl)-2-hydroxyethyl)amino)-2-methylpropyl)cyclohexyl)ethanesulfonamide hydrochloride Cl.FC=1C=C(C=CC1)[C@H](CNC(CC1CCC(CC1)NS(=O)(=O)CC)(C)C)O